6-amino-2,3-dihydroinden-1-one NC1=CC=C2CCC(C2=C1)=O